ClC1=NC=C(C(=N1)NC=1C=C2C(CNC(C2=CC1)=O)(C)C)F 6-[(2-chloro-5-fluoro-pyrimidin-4-yl)amino]-4,4-dimethyl-2,3-dihydroisoquinolin-1-one